C1N(CCC2=CC=CC=C12)CC(CCN1N=CC=2C1=NC=NC2N2CC1=CC=CC=C1CC2)O 1-(3,4-dihydroisoquinolin-2(1H)-yl)-4-(4-(3,4-dihydroisoquinolin-2(1H)-yl)-1H-pyrazolo[3,4-d]pyrimidin-1-yl)butan-2-ol